ClC=1C=C(C=CC1F)NC(N([C@@H]1C=2C(=CC(NC2CCC1)=O)C(F)(F)F)CCCO)=O (S)-3-(3-chloro-4-fluorophenyl)-1-(3-hydroxypropyl)-1-(2-oxo-4-(trifluoromethyl)-1,2,5,6,7,8-hexahydroquinolin-5-yl)urea